(2s,4r)-2-((2H-1,2,3-triazol-2-yl)methyl)-4-(5-(3-cyanophenyl)-oxazole-2-carboxamido)pyrrolidine-1-carboxylic acid tert-butyl ester C(C)(C)(C)OC(=O)N1[C@@H](C[C@H](C1)NC(=O)C=1OC(=CN1)C1=CC(=CC=C1)C#N)CN1N=CC=N1